FC=1C=C(C=CC1)N(C1=CC=CC=C1)C(CC1(CCN(CC1)C(N(C)C1=CC=C(C=C1)F)=O)C(=O)O)=O 4-[2-(N-(3-fluorophenyl)anilino)-2-oxo-ethyl]-1-[(4-fluorophenyl)-methyl-carbamoyl]piperidine-4-carboxylic acid